2-[4-(4-chloro-3-fluorophenyl)-5-(pyridin-4-yl)-1H-imidazol-1-yl]-1-(4-methylpiperazin-1-yl)ethan-1-one ClC1=C(C=C(C=C1)C=1N=CN(C1C1=CC=NC=C1)CC(=O)N1CCN(CC1)C)F